Cl.COC1=C(C=CC=C1)C1=NC(=NN1)CN (5-(2-methoxyphenyl)-1H-1,2,4-triazol-3-yl)methylamine hydrochloride